behenyl-trimethylammonium ethyl-(Z)-N'-((E)-(3-(4-chlorophenyl)-4-phenyl-5,6-dihydropyridazin-1(4H)-yl)(((4-(trifluoromethyl)phenyl)sulfonyl)imino)methyl)carbamimidothioate C(C)S\C(\N)=N/C(=N\S(=O)(=O)C1=CC=C(C=C1)C(F)(F)F)/N1N=C(C(CC1)C1=CC=CC=C1)C1=CC=C(C=C1)Cl.C(CCCCCCCCCCCCCCCCCCCCC)[N+](C)(C)C